C(C)(=O)N1CCC2(CC1)OC1=CC=C(C=C1C(C2)=O)C=2C(=NC(=C(C2)C=2C=C1CCNC(C1=CC2)=O)N)F 1'-acetyl-6-(6-amino-2-fluoro-5-(1-oxo-1,2,3,4-tetrahydroisoquinolin-6-yl)pyridin-3-yl)spiro[chromane-2,4'-piperidin]-4-one